3-methoxycyclobutane-1-carbonyl isocyanate COC1CC(C1)C(=O)N=C=O